2-(Trimethylsilyl)ethyl (2S,3S)-3-[(1R)-5-bromo-1-(4-chlorophenyl)-7-fluoro-1-methoxy-3-oxo-2,3-dihydro-1H-isoindol-2-yl]-3-(4-chlorophenyl)-2-methylpropanoate BrC=1C=C2C(N([C@@](C2=C(C1)F)(OC)C1=CC=C(C=C1)Cl)[C@@H]([C@@H](C(=O)OCC[Si](C)(C)C)C)C1=CC=C(C=C1)Cl)=O